O.C(C)(=O)O.C(C)(=O)O.C(C)(=O)O.C(C)(=O)O tetraacetic acid-hydrate